C(C)NC(=O)C=1N=NC(=CC1)N 6-Amino-pyridazine-3-carboxylic acid ethylamide